triethoxy(4-vinylbenzyl)silane C(C)O[Si](CC1=CC=C(C=C1)C=C)(OCC)OCC